C1(C(C1=C(C#N)C1=C(C(=C(C(=C1F)F)C#N)F)F)=C(C#N)C1=C(C(=C(C(=C1F)F)C#N)F)F)=C(C#N)C1=C(C(=C(C(=C1F)F)C#N)F)F 1,2,3-cyclopropanetriylidenetris[4-cyano-2,3,5,6-tetrafluorophenylacetonitrile]